2,7-difluoro-8-((triisopropylsilyl)ethynyl)naphthalen-1-ol FC1=C(C2=C(C(=CC=C2C=C1)F)C#C[Si](C(C)C)(C(C)C)C(C)C)O